CN(C/C=C/C(=O)N1CC=2N=C(N=C(C2CC1)C1=NN(C=C1)C)C1=CC=C(C=C1)C(F)(F)F)C (E)-4-(dimethylamino)-1-(4-(1-methyl-1H-pyrazol-3-yl)-2-(4-(trifluoromethyl)phenyl)-5,8-dihydropyrido[3,4-d]pyrimidin-7(6H)-yl)but-2-en-1-one